C1(=CC=CC=C1)C(CCS(=O)(=O)C1=CC=CC=C1)=O 1-phenyl-3-(benzenesulfonyl)propan-1-one